4'-((1R,5S)-3,8-diazabicyclo[3.2.1]octan-3-yl)-4-ethyl-2'-((tetrahydro-1H-pyrrolizin-7a(5H)-yl)methoxy)-2,3,5',8'-tetrahydro-6'H-spiro[indene-1,7'-quinazoline] [C@H]12CN(C[C@H](CC1)N2)C2=NC(=NC=1CC3(CCC21)CCC2=C(C=CC=C23)CC)OCC23CCCN3CCC2